ClCCC(=O)N[C@H](C(=O)NC1(CC1)C#N)CC=1OC2=C(N1)C=CC(=C2)N2CCN(CC2)C (S)-3-chloro-N-(1-((1-cyanocyclopropyl)amino)-3-(6-(4-methylpiperazin-1-yl)benzo[d]oxazol-2-yl)-1-oxopropan-2-yl)propanamide